CC1=CC=CC(=N1)C=1N=C2N(C1C1=CC(=NC=C1)C1=NC3=C(N1)CN(C3)C(CC#N)=O)CCC2 3-(2-(4-(2-(6-Methylpyridin-2-yl)-6,7-dihydro-5H-pyrrolo[1,2-a]imidazol-3-yl)pyridin-2-yl)-4,6-dihydropyrrolo[3,4-d]imidazol-5(1H)-yl)-3-oxopropanenitrile